C(C)OC1=C(C=C(C=C1)C1CCC2(CN(C2)C(=O)C2CC(C2)(C)O)CC1)C(F)(F)F (7-(4-ethoxy-3-(trifluoromethyl)phenyl)-2-azaspiro[3.5]non-2-yl)((1s,3s)-3-hydroxy-3-methylcyclobutyl)methanone